3-[3-methyl-5-[(2R)-2-methylpiperazin-1-yl]-2-oxo-benzimidazol-1-yl]piperidine-2,6-dione CN1C(N(C2=C1C=C(C=C2)N2[C@@H](CNCC2)C)C2C(NC(CC2)=O)=O)=O